COC1=CC=C(C=C1)/C=C/C(=O)C1=NC=CC=C1 (2E)-3-(4-methoxyphenyl)-1-(pyridin-2-yl)prop-2-en-1-one